NC1CC(=O)NCC1C1=CC=CC=C1 3-amino-4-phenyl-δ-valerolactam